O[C@H](CNC(=O)C1CNCCC1)C1=CC=CC=C1 piperidine-3-carboxylic acid ((S)-2-hydroxy-2-phenyl-ethyl)-amide